[Na+].C(C=C)(=O)[NH-] 2-propenamide, sodium salt